4-[(4-ACETYL-1-METHYL-1H-PYRROL-2-YL)FORMAMIDO]BUTANOIC ACID C(C)(=O)C=1C=C(N(C1)C)C(=O)NCCCC(=O)O